3-((4,4-bis(octyloxy)butanoyl)oxy)-2-((((2-(pyrrolidin-1-yl)ethoxy)carbonyl)oxy)methyl)propyl (9Z,12Z)-octadeca-9,12-dienoate C(CCCCCCC\C=C/C\C=C/CCCCC)(=O)OCC(COC(CCC(OCCCCCCCC)OCCCCCCCC)=O)COC(=O)OCCN1CCCC1